N[C@H](C(=O)NC=1C=CC(=C(C(=O)N[C@H](C)C2=CC=CC3=CC=CC=C23)C1)C)CN(C)C 5-((S)-2-amino-3-(dimethylamino)propanamido)-2-methyl-N-((R)-1-(naphthalen-1-yl)ethyl)benzamide